N-cyclohexyl-2-[2-fluoro-5-[[6-oxo-4-(trifluoromethyl)-1H-pyridine-3-carbonyl]amino]-4-[(3R,5S)-3,4,5-trimethylpiperazin-1-yl]phenyl]-N-methyl-1,3-thiazole-4-carboxamide C1(CCCCC1)N(C(=O)C=1N=C(SC1)C1=C(C=C(C(=C1)NC(=O)C1=CNC(C=C1C(F)(F)F)=O)N1C[C@H](N([C@H](C1)C)C)C)F)C